COC=1C=CN2C(=CC(=C2C1)C(=O)OCC)C(=O)OC(C)C 1-ethyl 3-isopropyl 7-methoxyindolizine-1,3-dicarboxylate